NC1=NC=C(C=C1C=1C(=NC=CC1)F)C(=O)N[C@@H]1[C@H](CCC1)OCC1=CC=C(C=C1)C=1C=C2CC[C@@H](C2=CC1)N1CCN(CC1)CCO amino-2'-fluoro-N-{(1S,2S)-2-[(4-{(1S)-1-[4-(2-hydroxyethyl)piperazin-1-yl]-2,3-dihydro-1H-inden-5-yl}phenyl)methoxy]cyclopentyl}[3,3'-bipyridine]-5-carboxamide